BrC=1C=C2C(=NC1)N(N=C2I)C2OCCCC2 5-bromo-3-iodo-1-(oxan-2-yl)pyrazolo[3,4-b]pyridine